NC=1SC(=CN1)C(=O)NC1=C(C=C(C(=C1)C(NC1=NN(C=C1)CC)=O)F)C 2-Amino-N-[5-[(1-ethylpyrazol-3-yl)carbamoyl]-4-fluoro-2-methylphenyl]-1,3-thiazole-5-carboxamide